(3,5-bis(pyridin-4-yl)phenyl)boronic acid N1=CC=C(C=C1)C=1C=C(C=C(C1)C1=CC=NC=C1)B(O)O